5-[4-(3,5-dichloro-2-pyridinyl)piperazine-1-carbonyl]-2-hydroxy-6-(trifluoromethyl)pyridine-3-carbonitrile ClC=1C(=NC=C(C1)Cl)N1CCN(CC1)C(=O)C=1C=C(C(=NC1C(F)(F)F)O)C#N